[Na+].C(C=C)(=O)NC(CS(=O)(=O)[O-])CCCCCCCCCCCC 2-acrylamidotetradecyl-sulfonic acid sodium salt